CC(C)C1=C(C=C(C=C1)C)O 2-(1-methylethyl)-5-methylphenol